OC=1C=C(C(=C(C1)NS(=O)(=O)C1=C(C=C(C=C1C(C)C)C(C)C)C(C)C)C)C(F)(F)F N-(5-hydroxy-2-methyl-3-(trifluoromethyl)phenyl)-2,4,6-triisopropyl-benzenesulfonamide